{1-[4-(1-methyl-1H-pyrazol-4-yl)-phenyl]-ethyl}-{6-[7-(3-pyrrolidin-1-yl-propoxy)-imidazo[1,2-a]Pyridin-3-yl]-pyrimidin-4-yl}-amine CN1N=CC(=C1)C1=CC=C(C=C1)C(C)NC1=NC=NC(=C1)C1=CN=C2N1C=CC(=C2)OCCCN2CCCC2